O[C@@H]1[C@@H](N(C1)C1=NC(=CC(=C1)C=1C=C(C=CC1C)NC(=O)N1C[C@@H](CC1)CC(F)(F)F)N1CCOCC1)C (S)-N-(3-(2-((2S,3S)-3-hydroxy-2-methylazetidin-1-yl)-6-morpholinopyridin-4-yl)-4-methylphenyl)-3-(2,2,2-trifluoroethyl)pyrrolidine-1-carboxamide